methyl (2S,4R)-4-(methylsulfonyl)pyrrolidine-2-carboxylate hydrochloride Cl.CS(=O)(=O)[C@@H]1C[C@H](NC1)C(=O)OC